N-[5-[4-[[[3-(2-Isopropylphenyl)-4-oxo-thiazolidin-2-ylidene]hydrazono]methyl]phenyl]-2-methyl-1,2,4-triazol-3-yl]-N-[4-(trifluoromethoxy)phenyl]acetamid C(C)(C)C1=C(C=CC=C1)N1C(SCC1=O)=NN=CC1=CC=C(C=C1)C=1N=C(N(N1)C)N(C(C)=O)C1=CC=C(C=C1)OC(F)(F)F